P(=O)(O)([O-])[O-].[K+].[K+].CSC1=CC=C(OCC=2C=C(N)C=CC2)C=C1 3-((4-(methylthio)phenoxy)methyl)aniline DIPOTASSIUM HYDROGEN PHOSPHATE